NC1=CC=C(C=C1)C=1N=CN(C1C=1C=CC=2N(N1)C(=CN2)C#N)CC(F)F 6-(4-(4-aminophenyl)-1-(2,2-difluoroethyl)-1H-imidazol-5-yl)imidazo[1,2-b]pyridazine-3-carbonitrile